bis(4-(9H-carbazol-9-yl)phenyl)(phenyl)phosphine oxide C1=CC=CC=2C3=CC=CC=C3N(C12)C1=CC=C(C=C1)P(C1=CC=CC=C1)(C1=CC=C(C=C1)N1C2=CC=CC=C2C=2C=CC=CC12)=O